N-(3,4-dichlorobenzyl)-7-methoxy-1H-pyrazolo[4,3-d]pyrimidin-5-amine ClC=1C=C(CNC=2N=C(C3=C(N2)C=NN3)OC)C=CC1Cl